BrC1=C2C(=NC(=NC2=CC(=C1F)Cl)Cl)Cl 5-bromo-2,4,7-trichloro-6-fluoroquinazoline